3,5-di-tert-butyl-4-hydroxybiphenyl-phosphonate C(C)(C)(C)C1=C(C(=CC(=C1O)C(C)(C)C)C1=CC=CC=C1)P([O-])(=O)[O-]